((1R)-2-hydroxy-1-(2-methoxy-4-((2-methylpentyl)oxy)phenyl)-2-methylpropyl)carbamic acid tert-butyl ester C(C)(C)(C)OC(N[C@@H](C(C)(C)O)C1=C(C=C(C=C1)OCC(CCC)C)OC)=O